COC=1C=C(C=CC1)N(C(=O)OCC1CCC(CC1)COCC(=O)O)C1=CC=CC=C1 2-(((1r,4r)-4-(((3-methoxyphenyl)(phenyl)carbamoyloxy)methyl)cyclohexyl)methoxy)acetic acid